NC1=NN2C(N=CC=C2)=C1C(=O)N[C@H](C)C=1N(C(C=2C(=CC=C3C2C1CCCC3)C#CC=3C=NN(C3)C)=O)C3=CC=CC=C3 (R)-2-amino-N-(1-(4-((1-methyl-1H-pyrazol-4-yl)ethynyl)-3-oxo-2-phenyl-2,3,7,8,9,10-hexahydrocyclohepta[de]isoquinolin-1-yl)ethyl)pyrazolo[1,5-a]pyrimidine-3-carboxamide